4-(((4-aminonaphthalen-1-yl)oxy)methyl)pyridin-2-amine NC1=CC=C(C2=CC=CC=C12)OCC1=CC(=NC=C1)N